C(C1=CC=CC=C1)N1C=NC=2N(C(N(C(C12)=O)C)=O)C 7-benzyl-1,3-dimethyl-2,3,6,7-tetrahydro-1H-purine-2,6-dione